CC=1C=2N(C=C(N1)C)C=C(C2)C=2N=C1N(C(C2)=O)C=C(C=C1)N1CCC(CC1)(C)NC(OC(C)(C)C)=O tert-butyl 1-(2-(1,3-dimethylpyrrolo[1,2-a]pyrazin-7-yl)-4-oxo-4H-pyrido[1,2-a]pyrimidin-7-yl)-4-methylpiperidin-4-ylcarbamate